3-(2-hydroxy-3-phenylaminopropyl)-1H-1,2,4-triazol-5(4H)-one OC(CC1=NNC(N1)=O)CNC1=CC=CC=C1